NC=1N=C(SC1C(=O)C=1C=NC(=CC1)N1CCC(CC1)C)N(C1=CC=C(C=C1)F)C(C(=O)N)C (N-[4-Amino-5-[6-(4-methyl-1-piperidyl)pyridin-3-carbonyl]thiazol-2-yl]-4-fluoroanilino)propanamid